COC(C1=C(C=C(C(=C1)F)N1CCN(CC1)C)F)=O.OCCCN1N=CC(=C1)C1=NN2C(=NC=3C=CC=CC3C2=N1)NC=1C(N=CC=CC1)=O (3R)-3-({2-[1-(3-hydroxypropyl)-1H-pyrazol-4-yl][1,2,4]triazolo[1,5-c]quinazolin-5-yl}amino)azepin-2-one Methyl-2,5-difluoro-4-(4-methylpiperazin-1-yl)benzoate